ethyl 5-hydroxy-4-(4-methylbenzamido)-2-nitrobenzoate OC=1C(=CC(=C(C(=O)OCC)C1)[N+](=O)[O-])NC(C1=CC=C(C=C1)C)=O